5-[[2-[(2R,5S)-2-(benzothiophen-5-yl)-5-methyl-1-piperidyl]-2-oxo-acetyl]amino]pyridine-3-carboxamide S1C=CC2=C1C=CC(=C2)[C@@H]2N(C[C@H](CC2)C)C(C(=O)NC=2C=C(C=NC2)C(=O)N)=O